2-[3-methyl-1-(oxetan-3-yl)-1H-pyrazolo[3,4-d]pyrimidin-6-yl]-7-[2-(trifluoromethyl)pyrimidin-5-yl]-2,7-diazaspiro[4.4]nonane CC1=NN(C2=NC(=NC=C21)N2CC1(CC2)CN(CC1)C=1C=NC(=NC1)C(F)(F)F)C1COC1